C(C1=CC=CC=C1)OC=1C=C(C=CC1)C(C(F)(F)F)O 1-(3-(benzyloxy)phenyl)-2,2,2-trifluoroethan-1-ol